O[C@@H](CN(C(OC(C)(C)C)=O)[C@H]1COC2(C1)CCNCC2)COC2=CC(=CC=C2)S(N)(=O)=O tert-butyl ((S)-2-hydroxy-3-(3-sulfamoylphenoxy)propyl)((R)-1-oxa-8-azaspiro[4.5]decan-3-yl)carbamate